tert-butyl (E)-3-(5-(2-((tertbutyldimethylsilyl)oxy)ethoxy)pyridin-3-yl)acrylate C(C)(C)(C)[Si](OCCOC=1C=C(C=NC1)/C=C/C(=O)OC(C)(C)C)(C)C